C=1N=CN2C1C1=CC=CC=C1[C@H]2[C@H]2CCC=1C=CN=CC1[C@H]2O (7R,8S)-7-((R)-5H-imidazo[5,1-a]isoindol-5-yl)-5,6,7,8-tetrahydroisoquinolin-8-ol